[C@H]12CN(C[C@H](CC1)N2)C2=NC(=NC1=C(C(=CC=C21)C=2C=C(C=C1C=CN=C(C21)C#C)O)F)OC[C@]21CCCN1C[C@@H](C2)F 8-(4-((1R,5S)-3,8-diazabicyclo[3.2.1]octan-3-yl)-8-fluoro-2-(((2R,7aS)-2-fluorotetrahydro-1H-pyrrolizin-7a(5H)-yl)methoxy)quinazolin-7-yl)-1-ethynylisoquinolin-6-ol